C1(CC1)OC(=O)N1C[C@@H]2[C@H](C3=NC(=CC=C13)[C@@H](C)NC(C1=CC=C(C=C1)F)=O)C2.CC(CC2C(NC(N2)=O)=O)C 5-(2-methylpropyl)hydantoin cyclopropyl-(6aS,7aR)-2-((R)-1-(4-fluorobenzamido)-ethyl)-6,6a,7,7a-tetrahydro-5H-cyclopropa[c][1,5]naphthyridine-5-carboxylate